5-(pyrrolidin-1-ylsulfonylmethyl)-1H-indole N1(CCCC1)S(=O)(=O)CC=1C=C2C=CNC2=CC1